C(#N)C1CN(C1)S(=O)(=O)N1C[C@H](CCC1)C(=O)N1[C@H](CCC1)C(=O)NCC1=CC(=C(C=C1)F)F 1-(((3S)-1-((3-cyano-1-azetidinyl)sulfonyl)-3-piperidinyl)carbonyl)-N-(3,4-difluorobenzyl)-D-prolinamide